5-ethyl-2-methyl-octane C(C)C(CCC(C)C)CCC